C(C)(C)(C)OC(N[C@@H]1CC[C@H](CC1)CC(=O)N(C)OC)=O (trans-4-(2-(methoxy(methyl)amino)-2-oxoethyl)cyclohexyl)carbamic acid tert-butyl ester